5,6-Difluoro-N-(8-fluoro-6-oxo-1,4,5,6-tetrahydro-2H-pyrano[3,4-c]isoquinolin-1-yl)-N-methyl-1H-indole-2-carboxamide FC=1C=C2C=C(NC2=CC1F)C(=O)N(C)C1COCC=2NC(C=3C=C(C=CC3C21)F)=O